ClC1=C(C(=C(C=C1)NC(=O)NC1=CC(=CC=C1)F)F)C(=O)C=1C=C2N=C(C=NC2=CC1)N1CCOCC1 1-(4-chloro-2-fluoro-3-(3-morpholinoquinoxaline-6-carbonyl)phenyl)-3-(3-fluorophenyl)urea